C(C)(C)(C)OOC(C(=O)[O-])(CCCC)CC tert-Butylperoxy-2-ethylhexanoat